FC=1C=C(C(=O)N2[C@H](CCCC2)C)C=CN1 (2S)-1-(2-fluoroisonicotinoyl)-2-methylpiperidin